ClC=1C=C2C(=CN=C(C2=CN1)OC1CC1)[C@@](CO)(C)O |r| racemic-2-(6-chloro-1-cyclopropoxy-2,7-naphthyridin-4-yl)propane-1,2-diol